2'-ethoxy-5-(4-(6-ethoxy-2-(trifluoromethylnicotinoyl)-2-ethylpiperazin-1-yl)-[2,3'-bipyridin]-6-ylmethyl)-2-nitrobenzenesulfonamide C(C)OC1=NC=CC=C1C1=NC(=CC(=C1)N1C(CNCC1OCC)(CC)C(C1=C(N=CC=C1)C(F)(F)F)=O)CC=1C=CC(=C(C1)S(=O)(=O)N)[N+](=O)[O-]